FC1=C(C=C(C=C1)F)C1CC=NN1C(=O)C1CC2C(CN(C2)C2=NC=CC(=N2)C(=O)N)C1 2-(5-(5-(2,5-difluorophenyl)-4,5-dihydro-1H-pyrazole-1-carbonyl)hexahydrocyclopenta[c]pyrrol-2(1H)-yl)pyrimidine-4-carboxamide